ClC1=CC=C(C=C1)C1=CC(=NC(=N1)C=1C=NN(C1)C)C(=O)N[C@@H](C)C1=CC(=C(C=C1)F)C#N (S)-6-(4-chlorophenyl)-N-(1-(3-cyano-4-fluorophenyl)ethyl)-2-(1-Methyl-1H-pyrazol-4-yl)pyrimidine-4-carboxamide